ClC1=NC(=CC(=C1)C=1C(=NN2C1N=C(C=C2)NS(=O)(=O)C)C2=CC(=CC=C2)C#N)C N-[3-(2-Chloro-6-methyl-4-pyridyl)-2-(3-cyanophenyl)pyrazolo[1,5-a]pyrimidin-5-yl]methanesulfonamide